(2-(1-(tert-butoxycarbonyl)piperidin-4-yl)-6-fluoro-7-(isopropylamino)-4-oxo-4H-chromen-8-yl)sulfamic acid C(C)(C)(C)OC(=O)N1CCC(CC1)C=1OC2=C(C(=C(C=C2C(C1)=O)F)NC(C)C)NS(O)(=O)=O